CC=1C=C(OC2=CC=3C(C4=C(NC3C=C2)CCC4)=O)C=C(C1)C 7-(3,5-dimethylphenoxy)-1H,2H,3H,4H,9H-cyclopenta[b]quinolin-9-one